trans-Methyl 4-((3-(2-cyclopropylthiazol-5-yl)phenyl)((trans-4-(6-(dimethylamino)pyridin-3-yl)cyclohexyl)methyl)carbamoyl)-cyclohexanecarboxylate C1(CC1)C=1SC(=CN1)C=1C=C(C=CC1)N(C(=O)[C@@H]1CC[C@H](CC1)C(=O)OC)C[C@@H]1CC[C@H](CC1)C=1C=NC(=CC1)N(C)C